ClC=1C=CC(=C(C1)C=1C(=NN(C(C1)=O)[C@H](C(=O)NC1=CC=C(C(=O)OC(C)(C)C)C=C1)CC1=CC=CC=C1)OC)C(C(F)F)=O tert-butyl (S)-4-(2-(4-(5-chloro-2-(2,2-difluoroacetyl)phenyl)-3-methoxy-6-oxopyridazine-1(6H)-yl)-3-phenylpropanamido)benzoate